Cl[Rh-2](C=C)C=C chlorodi(vinyl)rhodium (I)